[Si](C)(C)(C(C)(C)C)OC1=CC=C(N)C=C1 4-[(tert-butyldimethylsilyl)oxy]aniline